4-carboxy-2-[9-(3-carboxy-1-carboxylatopropyl)-6-oxa-3,9,15-triazabicyclo[9.3.1]pentadeca-1(15),11,13-trien-3-yl]butanoate C(=O)(O)CCC(C(=O)[O-])N1CC=2C=CC=C(CN(CCOCC1)C(CCC(=O)O)C(=O)[O-])N2